ClC1=C(C=CC=C1NC1=NC=CC(=C1F)CN1CC(C1)CO)C1=NC=CC(=C1C)C1=NC(=C(C=C1)CNCC1CCC(N1)=O)OC 5-((((2'-(2-chloro-3-((3-fluoro-4-((3-(hydroxymethyl)azetidin-1-yl)methyl)pyridin-2-yl)amino)phenyl)-6-methoxy-3'-methyl-[2,4'-bipyridin]-5-yl)methyl)amino)methyl)pyrrolidin-2-one